(S)-N3-Methyl-1-(1-phenylethyl)-N5-(2-(pyridin-2-yl)ethyl)-1H-pyrazole-3,5-dicarboxamide CNC(=O)C1=NN(C(=C1)C(=O)NCCC1=NC=CC=C1)[C@@H](C)C1=CC=CC=C1